4-(5-{3-[(S)-(1,3-Dimethyl-azetidin-3-yl)-hydroxy-(4-isopropyl-phenyl)-methyl]-phenyl}-[1,2,4]oxadiazol-3-yl)-tetrahydro-pyran-4-ol CN1CC(C1)(C)[C@@](C=1C=C(C=CC1)C1=NC(=NO1)C1(CCOCC1)O)(C1=CC=C(C=C1)C(C)C)O